N-cyclohexyl-2-((2-(4-(2-hydroxyethoxy)pyridin-2-yl)-6,7-dihydro-5H-cyclopenta[d]pyrimidin-4-yl)(methyl)amino)acetamide C1(CCCCC1)NC(CN(C)C=1C2=C(N=C(N1)C1=NC=CC(=C1)OCCO)CCC2)=O